C1(CC1)CN1C(=NC2=C1C=CC=C2)C=C 1-(cyclopropylmethyl)-2-vinyl-1H-benzo[d]imidazole